ClC1=CC=C(C(=N1)C(=O)O)NC(C)C1=C2N=C(C(=NC2=CC(=C1)F)C#N)N1CCC(CC1)(F)F 6-chloro-3-((1-(2-cyano-3-(4,4-difluoropiperidin-1-yl)-7-fluoroquinoxalin-5-yl)ethyl)amino)picolinic acid